O(C1=CC=CC=C1)C=1C=C(C=CC1)CNC1=CC=C(C=C1)CCC(=O)O 3-[4-[(3-phenoxyphenyl)methylamino]phenyl]propanoic acid